N-(7-(2-bromophenyl)-7H-pyrrolo[2,3-d]pyrimidin-2-yl)-6-methoxy-2-methyl-1,2,3,4-tetrahydroisoquinolin-7-amine BrC1=C(C=CC=C1)N1C=CC2=C1N=C(N=C2)NC2=C(C=C1CCN(CC1=C2)C)OC